[Si](C)(C)(C(C)(C)C)ON(CC1=CC=C(C=C1)C=1N(C=C(N1)C(F)(F)F)C)C1=NC(=NC=C1OC)C=1C(=NC=NC1OC)C1CC1 O-(tert-butyldimethylsilyl)-N-(4'-cyclopropyl-5,6'-dimethoxy-[2,5'-bipyrimidin]-4-yl)-N-(4-(1-methyl-4-(trifluoromethyl)-1H-imidazol-2-yl)benzyl)hydroxylamine